C1(=CC=CC=C1)C1=C(C=CC=C1)C1=C(C(=C(C(=C1C1=CC=CC=C1)C1=CC=CC2=CC=CC=C12)C1=CC=CC2=CC=CC=C12)N)N diphenyldinaphthyl-biphenyl-diamine